FC1=CC(=C(CN2C3=C(OCC2=O)C=CC(=C3)C(=O)NO)C=C1)C(F)(F)F 4-(4-fluoro-2-(trifluoromethyl)benzyl)-N-hydroxy-3-oxo-3,4-dihydro-2H-benzo[b][1,4]oxazine-6-carboxamide